tert-butyl((1r,4r)-4-((((benzyloxy)carbonyl)amino)methyl)-4-hydroxycyclohexyl)carbamate C(C)(C)(C)OC(NC1CCC(CC1)(O)CNC(=O)OCC1=CC=CC=C1)=O